CNC1=NC(N([C@H]2[C@H](O)[C@H](O)[C@@H](CO)O2)C=C1)=O N4-methyl-cytidine